(4-amino-7-(1-ethyl-1H-pyrazol-5-yl)-2-(pyridin-2-ylmethyl)-2H-[1,2,3]triazolo[4,5-c]pyridin-6-yl)-2-fluorobenzonitrile NC1=NC(=C(C=2C1=NN(N2)CC2=NC=CC=C2)C2=CC=NN2CC)C=2C(=C(C#N)C=CC2)F